Diallylmethyl-amine hydrochloride Cl.C(C=C)C(CC=C)N